NCC1C2C(CC(C1)C2)CN 2,6-bis(aminomethyl)-norbornane